N-[(1H-benzimidazol-2-yl)methyl]-2-(1,4-oxazepan-4-yl)-8-(propan-2-yl)pyrazolo[1,5-a][1,3,5]triazin-4-amine N1C(=NC2=C1C=CC=C2)CNC2=NC(=NC=1N2N=CC1C(C)C)N1CCOCCC1